ClC=1C2=C(N=CN1)N(C=C2B2OC(C(O2)(C)C)(C)C)C 4-chloro-7-methyl-5-(4,4,5,5-tetramethyl-[1,3,2]dioxaborolan-2-yl)-7H-pyrrolo[2,3-d]pyrimidine